FC1=CC(=C(C(=O)O)C=C1)NC1=C(C=C(C=C1)I)F 4-fluoro-2-[(2-fluoro-4-iodophenyl)amino]Benzoic acid